2,4,6-trioxo-1,3,5-triazine O=C1NC(NC(N1)=O)=O